Cl.Cl.C(C1=CC=CC=C1)C1C(CC(NC1)(C)C)N1CCCCC1 5-benzyl-2,2-dimethyl-4-(1-piperidinyl)piperidine dihydrochloride